4-hydroxy-3,3-dimethyl-5-(4-methyl-1-oxo-1,3-dihydroisobenzofuran-5-yl)piperidine-1-carboxylic acid tert-butyl ester C(C)(C)(C)OC(=O)N1CC(C(C(C1)C=1C(=C2COC(C2=CC1)=O)C)O)(C)C